C(C)(C)(C)OC(NCCCN(C)C1=NC(=C(C(=C1C#N)C1CC1)C#N)Cl)=O (3-((6-chloro-3,5-dicyano-4-cyclopropylpyridin-2-yl)(methyl)amino)propyl)carbamic acid tert-butyl ester